C(C1=CC=CC=C1)N(C1=NC=CC(=C1N)NC1CCC2(OCCO2)CC1)CC1=CC=CC=C1 N2,N2-dibenzyl-N4-(1,4-dioxaspiro[4.5]decan-8-yl)pyridine-2,3,4-triamine